ethyl 3-[2-(benzyloxy) ethyl]-5-methyl-2,4-dioxo-1-(2-phenylethyl)-1H,2H,3H,4H-thieno[2,3-d]pyrimidine-6-carboxylate C(C1=CC=CC=C1)OCCN1C(N(C2=C(C1=O)C(=C(S2)C(=O)OCC)C)CCC2=CC=CC=C2)=O